6-(1-(3-aminophenyl)-3-nitro-1H-pyrazol-4-yl)-3,4-dihydroisoquinolin-1(2H)-one hydrochloride salt Cl.NC=1C=C(C=CC1)N1N=C(C(=C1)C=1C=C2CCNC(C2=CC1)=O)[N+](=O)[O-]